(2S)-3-(cyclobutoxy)-2-[9H-fluoren-9-ylmethoxycarbonyl(propyl)amino]propanoic acid C1(CCC1)OC[C@@H](C(=O)O)N(CCC)C(=O)OCC1C2=CC=CC=C2C=2C=CC=CC12